C=C1CC(=C(C=C1)C)C 1-methylene-3,4-xylene